N'-(4-methoxyphenyl)-2,2-dimethyl-2H-chromene-6-carbohydrazide COC1=CC=C(C=C1)NNC(=O)C=1C=C2C=CC(OC2=CC1)(C)C